OC1=CC=C2C(C=C(OC2=C1)N1CCOCC1)=O 7-Hydroxy-2-(morpholin-4-yl)chromen-4-one